COC(=O)C1NCCN(C1)CC(=O)N1CC(C1)O 4-(2-(3-hydroxyazetidin-1-yl)-2-oxoethyl)piperazine-2-carboxylic acid methyl ester